C1(CC1)C=1C(=C2C(C(N(C2=C(C1)F)CC(=O)NC[C@@H](CC(=O)O)F)=O)(C)C)F (R)-4-(2-(5-cyclopropyl-4,7-difluoro-3,3-dimethyl-2-oxoindol-1-yl)acetamido)-3-fluorobutyric acid